11-(difluoromethoxy)-6-isopropyl-2-oxo-1,2,5,6-tetrahydropyrido[2',1':2,3]imidazo[4,5-h]quinoline-3-carboxylic acid FC(OC1=CC=CN2C1=NC1=C2C(CC=2C=C(C(NC12)=O)C(=O)O)C(C)C)F